4-amino-2-oxabicyclo[2.2.2]octane NC12COC(CC1)CC2